CC1=CC=C(C=C1)S(=O)(=O)O.CN(C1=CC=NC=C1)C N,N-dimethylpyridine-4-amine, 4-methylbenzenesulfonate salt